(7-Ethoxy-1-(2-(7-isopropyl-5-methoxy-1H-indol-3-yl)ethyl)-6-methoxy-3,4-dihydroisoquinolin-2(1H)-yl)(morpholinyl)methanone C(C)OC1=C(C=C2CCN(C(C2=C1)CCC1=CNC2=C(C=C(C=C12)OC)C(C)C)C(=O)N1CCOCC1)OC